2-(2-lithiophenyl)pyridine [Li]C1=C(C=CC=C1)C1=NC=CC=C1